BrC=1C=C(C(=O)NC(C)C2=NC=CN=C2C2=NC=C(N=C2)Cl)C=C(C1)Br 3,5-dibromo-N-[1-[3-(5-chloropyrazin-2-yl)pyrazin-2-yl]ethyl]benzamide